OC=1C(=C(C=NC1C)COC1=C(C=CC(=C1)OP(=O)=N[C@H](C(=O)OC(C)C)C)C)CO (2S)-Isopropyl 2-(((5-hydroxy-4-(hydroxymethyl)-6-methylpyridin-3-yl)methoxy)(p-tolyloxy)phosphorylamino)propanoate